dimethyl-(5-(4,4,5,5-tetramethyl-1,3,2-dioxaborol-2-yl)pyridin-2-yl)phosphine oxide CP(C1=NC=C(C=C1)B1OC(C(O1)(C)C)(C)C)(C)=O